BrC1=CC(=C(C=C1)NC=1N(C(C(=C2CCN(C(C12)=O)OC[C@@H](C)O)I)=O)C)F (R)-8-((4-bromo-2-fluorophenyl)amino)-2-(2-hydroxypropoxy)-5-iodo-7-methyl-3,4-dihydro-2,7-naphthyridine-1,6(2h,7h)-dione